2-(4-tert-butylbenzyl-ethynyl)acetophenone C(C)(C)(C)C1=CC=C(CC#CCC(=O)C2=CC=CC=C2)C=C1